C1=CC=CC=2C3=CC=CC=C3N(C12)C=1C=C(C=CC1)NC1=C(C=CC=C1C1=CC=CC=C1)C1=CC=CC=C1 N-(3-(9H-carbazol-9-yl)phenyl)-[1,1':3',1''-terphenyl]-2'-amine